ClC1=C(C=C(C=C1)NS(=O)(=O)C=1C(=C(NC1C)C)C(=O)O)C(F)(F)F 4-(N-(4-chloro-3-(trifluoromethyl)phenyl)sulfamoyl)-2,5-dimethyl-1H-pyrrole-3-carboxylic acid